6-((1S,4S)-5-acryloyl-2,5-diazabicyclo[2.2.1]heptan-2-yl)-4-((3-chloro-2-fluorophenyl)amino)-1,5-naphthyridine-3-carbonitrile C(C=C)(=O)N1[C@@H]2CN([C@H](C1)C2)C=2N=C1C(=C(C=NC1=CC2)C#N)NC2=C(C(=CC=C2)Cl)F